O[C@@]1(COCC1)CNC(OCC1=CC=CC=C1)=O |r| racemic-benzyl ((3-hydroxytetrahydrofuran-3-yl)methyl)carbamate